C(#N)C=1C=2CCCC2C(=C2CCCC12)NC(=O)NS(=O)(=O)C1=C(N=C(S1)C(C)(C)O)CO (8-cyano-1,2,3,5,6,7-hexahydro-s-indacen-4-yl)-3-[4-(hydroxymethyl)-2-(2-hydroxypropan-2-yl)-1,3-thiazole-5-sulfonyl]urea